N-isopropyl-6-methoxy-8-(spiro[2.5]oct-5-en-6-yl)quinoline-3-carboxamide C(C)(C)NC(=O)C=1C=NC2=C(C=C(C=C2C1)OC)C1=CCC2(CC2)CC1